4-[4-(2-Hydroxyethylsulphonyl)-phenylazo]-2,6-dimethoxyphenol OCCS(=O)(=O)C1=CC=C(C=C1)N=NC1=CC(=C(C(=C1)OC)O)OC